zinc homotaurate NCCCS(=O)(=O)[O-].[Zn+2].NCCCS(=O)(=O)[O-]